VANADIUM PHOSPHORUS 5-(2-((1-((tert-butyldimethylsilyl)oxy)but-3-en-2-yl)oxy)pyridin-4-yl)-2,3-dihydro-1H-inden-4-amine [Si](C)(C)(C(C)(C)C)OCC(C=C)OC1=NC=CC(=C1)C1=C(C=2CCCC2C=C1)N.[P].[V]